CS(=O)(=O)C=1C=C(C=CC1)C=1CCN(CC1)CCC 4-(3-(Methylsulfonyl)phenyl)-1-propyl-1,2,3,6-tetrahydropyridin